1-(4-(2-((tert-butyldiphenylsilyl)oxy)ethyl)phenyl)pyrrolidin [Si](C1=CC=CC=C1)(C1=CC=CC=C1)(C(C)(C)C)OCCC1=CC=C(C=C1)N1CCCC1